C1(=CC=CC=C1)C(=C)OS(=O)(=O)C1=CC2=CC=CC=C2C=C1.C[Si](OC)(OC)C(C)(C)C methyl-tertiary butyl-dimethoxysilane 1-phenylvinyl-2-naphthalenesulfonate